ClC1=NC(=CC(=C1NC(C)=O)C)Cl N-(2,6-dichloro-4-methylpyridin-3-yl)acetamide